FC1=C(C=CC(=C1)F)CCC 2,4-difluorophenyl-propane